C(CCC)OCCCNCCCC=1NC=CN1 N-(3-butoxypropyl)-3-(imidazolyl)propan-1-amine